4-methyl-5-thiazole-carboxylic acid ethyl ester C(C)OC(=O)C1=C(N=CS1)C